OCC1=C(C=CC=C1)NC(OC(C)(C)C)=O tert-butyl (2-(hydroxymethyl)phenyl)carbamate